2,3-dimethoxy-4-methylthiophenethylamine COC1=C(CCN)C=CC(=C1OC)SC